7-chloro-2-((2,6-dimethylenetetrahydro-1H-pyrrolizin-7a(5H)-yl)methoxy)-8-fluoro-4-(2,2,2-trifluoroethoxy)pyrido[4,3-d]pyrimidine ClC1=C(C=2N=C(N=C(C2C=N1)OCC(F)(F)F)OCC12CC(CN2CC(C1)=C)=C)F